3-(4-Ethoxy-4-oxobutoxy)-5,6,7,8-tetrahydroquinoline 1-oxide C(C)OC(CCCOC=1C=[N+](C=2CCCCC2C1)[O-])=O